COC1=NC=NC2=CC=C(C=C12)C=1C=CN2N=C(N=CC21)NC2CC(C2)(O)C 3-((5-(4-methoxyquinazolin-6-yl)pyrrolo[2,1-f][1,2,4]triazin-2-yl)amino)-1-methylcyclobutan-1-ol